C(C)OC(=O)C1=NN2C(N=C(C=C2C=2C=NNC2)Cl)=C1C 5-chloro-3-methyl-7-(1H-pyrazol-4-yl)pyrazolo[1,5-a]pyrimidine-2-carboxylic acid ethyl ester